(2-(4,4-diethyl-1,4-dihydroquinazolin-2-yl)thiazol-4-yl)benzoic acid C(C)C1(N=C(NC2=CC=CC=C12)C=1SC=C(N1)C1=C(C(=O)O)C=CC=C1)CC